8-(benzo[d]thiazol-5-ylamino)-4-bromo-2,2-dimethylthieno[2,3-g]quinolin-3(2H)-one 1,1-dioxide S1C=NC2=C1C=CC(=C2)NC2=CC=NC=1C(=C3C(=CC21)S(C(C3=O)(C)C)(=O)=O)Br